OC1=C(C=CC(=C1)C(F)(F)F)C1=C2C(=C(N=N1)NCCC)C=NC=C2 (2S)-3-[[1-[2-hydroxy-4-(trifluoromethyl)phenyl]pyrido[3,4-d]pyridazin-4-yl]amino]propane